7-bromo-2,1,3-benzothiadiazole-4-formaldehyde BrC1=CC=C(C=2C1=NSN2)C=O